COC=1C=C(C=CC1)N1C(=NOC1(C)C)C1[C@H]2CN(C[C@@H]12)C(=O)N1C[C@H]2C([C@H]2C1)C1=NOC(N1C1=CC(=CC=C1)OC)(C)C (1R,5S,6r)-6-[4-(3-methoxyphenyl)-5,5-dimethyl-4,5-dihydro-1,2,4-oxadiazol-3-yl]-3-azabicyclo[3.1.0]Hex-3-yl ketone